C1(CCC2=CC=CC=C12)C(=O)[O-] 2,3-dihydro-1H-Indene-1-carboxylate